[Ni+2].C1(=CC=CC2=CC(=CC=C12)C=CC(=O)[O-])C=CC(=O)[O-] 6-naphthalenediacrylate nickel